CC(C(=O)OC(C)CC)C 2-butyl methylpropionate